4-(METHYLTHIO)-2-OXOBUTYRIC ACID CSCCC(C(=O)O)=O